(E)-1-(3-(isoquinolin-4-yl)acryloyl)-1,5,6,7-tetrahydro-2H-azepin-2-one C1=NC=C(C2=CC=CC=C12)C=CC(=O)N1C(\C=C\CCC1)=O